2-(2-((3R,4R)-3-Amino-4-fluoropiperidin-1-yl)-5,6-difluoro-1H-benzo[d]imidazol-1-yl)-N-(2-cyanopropan-2-yl)-N-methylacetamid N[C@@H]1CN(CC[C@H]1F)C1=NC2=C(N1CC(=O)N(C)C(C)(C)C#N)C=C(C(=C2)F)F